CN(C(C1=CC(=CC=C1)NN1C=CC2=CC=3C(=NC2=C1)C=1N(N3)CC=NC1)=O)C N,N-dimethyl-3-(pyrazino[1',6':1,5]pyrazolo[4,3-b][1,7]naphthyridin-10-ylamino)benzamide